C(C)N(C(C1=C(C=CC(=C1)F)C=1C=2N(C=C(C1)C1(CN(CC1)CC1CCC(CC1)N)F)C(=NC2)C)=O)C(C)C N-ethyl-5-fluoro-2-[6-(3-fluoro-1-{[(1r,4r)-4-aminocyclohexyl]methyl}pyrrolidin-3-yl)-3-methylimidazo[1,5-a]pyridin-8-yl]-N-(isopropyl)benzamide